(((1R)-5-(2-(4-(aminomethyl)cyclohexane-1-carboxamido)-3-(naphthalene-2-yl)propanamido)-1-carboxypentyl)carbamoyl)-L-glutamic acid NCC1CCC(CC1)C(=O)NC(C(=O)NCCCC[C@H](C(=O)O)NC(=O)N[C@@H](CCC(=O)O)C(=O)O)CC1=CC2=CC=CC=C2C=C1